S(=O)(=O)(O)C=1C=CC=CC1N 3-sulfo-4-aminobenzene